FC=1C=2CCCC2C(=C2CCCC12)NC(N[S@@](=O)(C=1OC=C(C1)CNC(C)C)=N)=O 3-(8-fluoro-1,2,3,5,6,7-hexahydro-s-indacen-4-yl)-1-[(R)-imino([4-[(isopropylamino)methyl]furan-2-yl])oxo-lambda6-sulfanyl]urea